COC=1C=C(C=CC1[N+](=O)[O-])S(=O)(=O)Cl 3-methoxy-4-nitrobenzenesulfonyl chloride